CC1(C(NC2=CC=CC=C2C1)=O)C 3,3-dimethyl-4H-quinolin-2-one